2-[acetyl-(3-fluorobenzyl)amino]-6-hydroxy-1-benzothiophene-3-carboxylic acid methyl ester COC(=O)C1=C(SC2=C1C=CC(=C2)O)N(CC2=CC(=CC=C2)F)C(C)=O